NC1=C(C=2C(=NC=C(C2)Cl)N1C1=C(C(=CC(=C1C)OC)F)C)C#N 2-amino-5-chloro-1-(3-fluoro-5-methoxy-2,6-dimethylphenyl)-1H-pyrrolo[2,3-b]pyridine-3-carbonitrile